(rac)-trans-1-(N-(1H-pyrazol-3-yl)sulfamoyl)-3-amino-4-(3-boronopropyl)pyrrolidine-3-carboxylic acid N1N=C(C=C1)NS(=O)(=O)N1C[C@@]([C@@H](C1)CCCB(O)O)(C(=O)O)N |r|